N-(3-fluorophenyl)-6-(1H-imidazol-1-yl)-3-(trifluoromethyl)picolinamide FC=1C=C(C=CC1)NC(C1=NC(=CC=C1C(F)(F)F)N1C=NC=C1)=O